N1CCCC2=CC=CC(=C12)C(=O)[O-] 1,2,3,4-tetrahydroquinoline-8-carboxylate